2-methoxy-5-[[2-[(2S,5R)-5-methyl-2-(2-oxoindolin-5-yl)-1-piperidyl]-2-oxo-acetyl]amino]pyridine-3-carboxamide COC1=NC=C(C=C1C(=O)N)NC(C(=O)N1[C@@H](CC[C@H](C1)C)C=1C=C2CC(NC2=CC1)=O)=O